8-[(1R)-1-[[6-Chloro-2-(trifluoromethyl)-3-pyridyl]amino]ethyl]-3,6-dimethyl-2-(2-methylindazol-5-yl)chromen-4-one ClC1=CC=C(C(=N1)C(F)(F)F)N[C@H](C)C=1C=C(C=C2C(C(=C(OC12)C1=CC2=CN(N=C2C=C1)C)C)=O)C